FC1=CC=C2C(C[C@H]([C@@H](C2=C1)NC(=O)NC=1C(=NC(=C(C1)C)C=1C=NC(=NC1)C)C1=CC=CC=C1)O)(C)C 1-((1r,2r)-7-fluoro-2-hydroxy-4,4-dimethyl-1,2,3,4-tetrahydronaphthalen-1-yl)-3-(5-methyl-6-(2-methylpyrimidin-5-yl)-2-phenylpyridin-3-yl)urea